tert-butyl 7-(4-(cis-2-(2-fluorophenyl)-6-((tetrahydro-2H-pyran-2-yl)oxy)-1,2,3,4-tetrahydronaphthalen-1-yl)phenyl)-2,7-diazaspiro[3.5]nonane-2-carboxylate FC1=C(C=CC=C1)[C@@H]1[C@@H](C2=CC=C(C=C2CC1)OC1OCCCC1)C1=CC=C(C=C1)N1CCC2(CN(C2)C(=O)OC(C)(C)C)CC1